C(C1CO1)N1CCCC1 1-glycidyl-pyrrolidine